C(N)(=O)[C@@](C(=O)O)(CCCN)N.N[C@@H](C(=O)OC(N)=O)CCCN carbamoyl (2r)-2,5-Diaminopentanoate (carbamoyl (2r)-2,5-diaminovalerate)